6-(2-fluoro-3,5-dimethoxyphenyl)-1-(4-methoxybenzyl)-3-(1-methyl-4-nitro-1H-pyrazol-5-yl)-4,5,6,7-tetrahydro-1H-indazole FC1=C(C=C(C=C1OC)OC)C1CCC=2C(=NN(C2C1)CC1=CC=C(C=C1)OC)C1=C(C=NN1C)[N+](=O)[O-]